Oxybis(ethanamine) O(CCN)CCN